O=C(CCCCCCCCCCCC(=O)O)CCCCCCCCC 13-oxobehenic acid